5-methoxy-7-methyl-1-methanesulfonyl-1H-indazole COC=1C=C2C=NN(C2=C(C1)C)S(=O)(=O)C